C1(=CC=CC=C1)S(=O)(=O)N(C1=CC=CC=C1)C1=C(C=CC=C1)[Se]SC(C(=O)NCC(=O)O)C (2-(((2-(phenylsulfonylanilino)phenyl)seleno)thio)propionyl)glycine